5-[[[2-[2-Amino-1-(aminomethyl)ethoxy]acetyl]amino]methyl]-N-[4-[4-(3,5-dichlorophenyl)piperazin-1-yl]sulfonylphenyl]-2-[methyl(methylsulfonyl)amino]benzamide bis-formate C(=O)O.C(=O)O.NCC(OCC(=O)NCC=1C=CC(=C(C(=O)NC2=CC=C(C=C2)S(=O)(=O)N2CCN(CC2)C2=CC(=CC(=C2)Cl)Cl)C1)N(S(=O)(=O)C)C)CN